N-linoleoyl-threonine C(CCCCCCC\C=C/C\C=C/CCCCC)(=O)N[C@@H]([C@H](O)C)C(=O)O